CC1([C@H](C1)C(=O)N1CCC2(C(CN(C2)C(=O)C2=CN=CS2)C(=O)OCC)CC1)C ethyl 8-((S)-2,2-dimethylcyclopropane-1-carbonyl)-2-(thiazole-5-carbonyl)-2,8-diazaspiro[4.5]decane-4-carboxylat